OC=1C=C2CC[C@@H]([C@@H](C2=CC1)C1=C(C=C(C=C1)N1CCC2(C[C@@H](CO2)C=O)CC1)OC)C1=CC=CC=C1 (S)-8-(4-((1S,2S)-6-hydroxy-2-phenyl-1,2,3,4-tetrahydronaphthalen-1-yl)-3-methoxyphenyl)-1-oxa-8-azaspiro[4.5]decane-3-carbaldehyde